C1=CC=CC=2C3=CC=CC=C3C(C12)COC(=O)N[C@H]1CO[C@H]2[C@@H]1OC[C@@H]2N2[C@@H]1CN([C@H](C2)CC1)C(=O)OC(C)(C)C tert-butyl (1S,4S)-5-((3S,3aR,6S,6aR)-6-((((9H-fluoren-9-yl) methoxy) carbonyl) amino) hexahydrofuro[3,2-b]furan-3-yl)-2,5-diazabicyclo[2.2.2]octane-2-carboxylate